((4-Iodophenyl)carbamoyl)benzoic acid IC1=CC=C(C=C1)NC(=O)C1=C(C(=O)O)C=CC=C1